C(#N)CCCS(=O)(=O)OC1=CC=CC=C1 phenyl 3-cyanopropane-1-sulfonate